(trans)-methyl 5-(4-(trifluoromethyl)phenyl)-6,6a,7,8,9,10-hexahydro-5H-pyrido[1,2-a]quinoxaline-8-carboxylate FC(C1=CC=C(C=C1)N1C[C@H]2N(C=3C=CC=CC13)CC[C@H](C2)C(=O)OC)(F)F